(2-Fluoro-phenyl)-N-(6-fluoro-pyridin-3-yl)-N'-oxetan-3-yl-[1,3,5]triazine-2,4-diamine FC1=C(C=CC=C1)C1=NC(=NC(=N1)NC=1C=NC(=CC1)F)NC1COC1